6-methoxy-2-(1H-pyrazol-4-yl)-6,7,8,9-tetrahydro-6,9-ethanothieno[2,3-c]quinolin-4(5H)-one COC12CCC(C=3C4=C(C(NC13)=O)SC(=C4)C=4C=NNC4)CC2